C1(CC1)S(=O)(=O)NC1CN(C1)C=1C(=C(C(=O)O)C=CC1)N1C=CC=C1 3-(3-(cyclopropylsulfonamido)azetidin-1-yl)-2-(1H-pyrrol-1-yl)benzoic acid